1-(2-(3-methoxybenzoyl)-2-azaspiro[3.3]hept-6-yl)-3-(4-methoxybenzyl)urea COC=1C=C(C(=O)N2CC3(C2)CC(C3)NC(=O)NCC3=CC=C(C=C3)OC)C=CC1